O[C@](C(=O)O)(C)C1=CC=C(C=C1)CC(C)C |r| (2RS)-2-hydroxy-2-[4-(2-methylpropyl)phenyl]propanoic acid